3-(4-methoxybenzyl)-pyridin-4-one COC1=CC=C(CC2C=NC=CC2=O)C=C1